CCCCCCC(C)CO Oct-7-ylmethanol